C(C(C)C)S(=O)(=O)N1CC2=C(CC1)C(=NN2)C(=O)N2CCC(CC2)C2=C(C=CC=C2)C(F)(F)F (6-(isobutylsulfonyl)-4,5,6,7-tetrahydro-1H-pyrazolo[3,4-c]pyridin-3-yl)(4-(2-(trifluoromethyl)phenyl)piperidin-1-yl)methanone